CC1(CCCC2=CCC(CC12)C=O)C (+-)-8,8-dimethyl-1,2,3,5,6,7,8,8a-octahydro-2-naphthalenecarbaldehyde